N-(4-(N-(4-(2-(dimethylamino)ethyl)-5-oxo-2,3,4,5-tetrahydrobenzo[f][1,4]oxazepin-7-yl)sulfamoyl)naphthalen-1-yl)-2-methylbenzamide CN(CCN1CCOC2=C(C1=O)C=C(C=C2)NS(=O)(=O)C2=CC=C(C1=CC=CC=C21)NC(C2=C(C=CC=C2)C)=O)C